[K+].FC(CC)S(=O)(=O)[O-] 1-fluoro-1-propanesulfonic acid potassium salt